(S)-2-(4-bromo-2-(5-cyclopropylisoxazol-3-yl)phenoxy)propionic acid BrC1=CC(=C(O[C@H](C(=O)O)C)C=C1)C1=NOC(=C1)C1CC1